((2-(allyloxy)-3,4-difluorophenyl)(3-methylthiophene-2-yl)methyl)-5-(benzyloxy)-3-(1-vinylcyclobutyl)-2,3-dihydro-1H-pyrido[2,1-f][1,2,4]triazine-4,6-dione C(C=C)OC1=C(C=CC(=C1F)F)C(C=1SC=CC1C)N1N2C(C(N(C1)C1(CCC1)C=C)=O)=C(C(C=C2)=O)OCC2=CC=CC=C2